tert-butyl (tert-butoxycarbonyl)(5-(2-(4,4-difluoroazepan-1-yl)quinoline-3-carboxamido)benzo[d]isothiazol-3-yl)carbamate C(C)(C)(C)OC(=O)N(C(OC(C)(C)C)=O)C1=NSC2=C1C=C(C=C2)NC(=O)C=2C(=NC1=CC=CC=C1C2)N2CCC(CCC2)(F)F